(1S,3S)-3-((6-(5-(((cyclohexyl-methoxy)carbonyl)amino)-1-methyl-1H-1,2,3-triazol-4-yl)-2-methyl-pyridin-3-yl)oxy)cyclohexane-1-carboxylic acid C1(CCCCC1)COC(=O)NC1=C(N=NN1C)C1=CC=C(C(=N1)C)O[C@@H]1C[C@H](CCC1)C(=O)O